ClC1=C(C2=C(NC(O[C@]23CN(CC3)C3=CN=CC(=N3)C(=O)NCC3=CC=C(C=C3)CN3N=CC(=C3)C)=O)C=C1)F (S)-6-(6-Chloro-5-fluoro-2-oxo-1,2-dihydrospiro[benzo[d][1,3]oxazine-4,3'-pyrrolidin]-1'-yl)-N-(4-((4-methyl-1H-pyrazol-1-yl)methyl)benzyl)pyrazine-2-carboxamide